4-amino-N-[2-(dimethylamino)ethyl]-N-methylbenzenesulfonamide NC1=CC=C(C=C1)S(=O)(=O)N(C)CCN(C)C